C(CCCCCCCCCCC\C=C/CCCCCCCC)(=O)NCCN1CCOCC1 4-(2-erucamidoethyl)-morpholine